2-(4,4-difluoropiperidin-1-yl)-3-fluoro-6-methylisonicotinate FC1(CCN(CC1)C=1C(=C(C(=O)[O-])C=C(N1)C)F)F